6-((2-((3R,4R)-3-amino-4-fluoro-1-piperidinyl)-6-chloro-5-methyl-1H-benzimidazol-1-yl)methyl)-3-pyridinecarbonitrile N[C@@H]1CN(CC[C@H]1F)C1=NC2=C(N1CC1=CC=C(C=N1)C#N)C=C(C(=C2)C)Cl